C1(CC1)S(=O)(=O)N1C[C@H]([C@@H](CC1)O)[C@H]1N2C(C3=CC=CC=C13)=CN=C2 (3S,4R)-1-(cyclopropylsulfonyl)-3-((R)-5H-imidazo[5,1-a]isoindol-5-yl)piperidin-4-ol